dicyclopentenyl-methacrylate C1(=CCCC1)C(=C(C(=O)[O-])C)C1=CCCC1